C(#N)CCN(C1=CC=CC=C1)CCO N-cyanoethyl-N-hydroxyethyl-aniline